(R)-3-(3-chloro-4-fluorophenyl)-1-methyl-1-(1-(1-(((1-methyl-1H-1,2,4-triazol-3-yl)methyl)amino)isoquinolin-4-yl)ethyl)urea ClC=1C=C(C=CC1F)NC(N([C@H](C)C1=CN=C(C2=CC=CC=C12)NCC1=NN(C=N1)C)C)=O